3-(2-methylphenyl)-1-{[(1R,5S)-bicyclo[3.1.0]hexan-3-yl]methyl}-2,3,6,7-tetrahydro-1H-purine-2,6-dione CC1=C(C=CC=C1)N1C(N(C(C=2NC=NC12)=O)CC1C[C@H]2C[C@H]2C1)=O